ClC=1C=C(C=CC1)[C@@H]1CN2C(O1)(N(CC2)C=2C=C(C=CC2)C2=CC(=CC=C2)C(=O)OC)C methyl 3'-((2R)-2-(3-chlorophenyl)-7a-methyltetrahydroimidazo[2,1-b]oxazol-7(7aH)-yl)-[1,1'-biphenyl]-3-carboxylate